phenyl 4-(2,3-bis(tert-butoxycarbonyl)guanidino)benzoate C(C)(C)(C)OC(=O)N=C(NC1=CC=C(C(=O)OC2=CC=CC=C2)C=C1)NC(=O)OC(C)(C)C